N-(3-chloro-5-(methylsulfonamido)phenyl)-4-(5-(3,3-difluoroazetidin-1-yl)-3-((3-(difluoromethyl)-5-fluorobenzyl)oxy)pyridin-2-yl)-5-methylthiophene-2-carboxamide ClC=1C=C(C=C(C1)NS(=O)(=O)C)NC(=O)C=1SC(=C(C1)C1=NC=C(C=C1OCC1=CC(=CC(=C1)F)C(F)F)N1CC(C1)(F)F)C